CN1CCCCC1 N-(methyl)piperidine